1,4-bis(trimethoxysilyl)hexane CO[Si](CCCC(CC)[Si](OC)(OC)OC)(OC)OC